(S)-2-((5-(3,5-dimethylisoxazol-4-yl)pyridin-2-yl)amino)-1-((1r,4S)-4-methylcyclohexyl)-2-oxoethyl-1-ethyl-1H-pyrazole-5-carboxamide CC1=NOC(=C1C=1C=CC(=NC1)NC([C@@H](C1CCC(CC1)C)C1=NN(C(=C1)C(=O)N)CC)=O)C